C1=CC=CC=2C3=CC=CC=C3C(C12)COC(=O)N1[C@@H](COC[C@H]1C1=CC(=NC(=C1)Cl)Cl)C(=O)O (3S,5R)-4-(((9H-fluoren-9-yl)methoxy)carbonyl)-5-(2,6-dichloropyridin-4-yl)morpholine-3-carboxylic acid